OC(C[NH-])(C)C N-(2-hydroxy-2-methylpropyl)amid